N1=C(C=CC=C1)C(C)NC(=O)[C@@H]1CN(CC[C@H]1NC(=O)C1=NOC(=C1)C1=C(C=C(C=C1)F)F)C1CCCC1 (3R,4R)-1-cyclopentyl-4-{[5-(2,4-difluoro-phenyl)-isoxazole-3-carbonyl]-amino}-piperidine-3-carboxylic acid (1-pyridin-2-yl-ethyl)-amide